3-(4-ethynylphenyl)-1-(2-hydroxyphenyl)-2-propen-1-one C(#C)C1=CC=C(C=C1)C=CC(=O)C1=C(C=CC=C1)O